N-[4-[(Z)-4-hydroxybut-1-enyl]-2-pyridyl]-4-(1-methyltriazol-4-yl)-N-[(3R)-3-piperidyl]benzamide ethyl-5-bromo-7-((4,4-difluoropiperidin-1-yl)methyl)benzofuran-3-carboxylate C(C)OC(=O)C1=COC2=C1C=C(C=C2CN2CCC(CC2)(F)F)Br.OCC\C=C/C2=CC(=NC=C2)N(C(C2=CC=C(C=C2)C=2N=NN(C2)C)=O)[C@H]2CNCCC2